Cl.COCCOC1=CC(=NN1C)NC(=O)C1CNC1 N-[5-(2-methoxyethoxy)-1-methyl-1H-pyrazol-3-yl]azetidine-3-carboxamide hydrochloride